6-(1-methyl-1H-pyrazol-4-yl)-4-(1H-pyrazol-4-yl)pyrazolo[1,5-a]pyridine-3-carbonitrile trifluoroacetate FC(C(=O)O)(F)F.CN1N=CC(=C1)C=1C=C(C=2N(C1)N=CC2C#N)C=2C=NNC2